N-methylpropan-1-amine-HCl salt Cl.CNCCC